O[C@H]1CN(CC1)CC1=C(C=CC=C1)C1=CC=C(C=C1)C=1C=CC2=C(NC(=N2)C)C1 (R)-6-(2'-((3-HydroxyAzolidin-1-yl)Methyl)-[1,1'-Biphenyl]-4-yl)-2-Methyl-1H-benzo[d]Imidazol